(2R)-N-((2S)-1-(((1S)-1-(3-(adamantan-1-yl)-1,2,4-oxadiazol-5-yl)-4-aminobutyl)amino)-3-(4-hydroxy-2,6-dimethylphenyl)-1-oxopropan-2-yl)-2-amino-5-(2-amino-1H-imidazol-1-yl)pentanamide C12(CC3CC(CC(C1)C3)C2)C2=NOC(=N2)[C@H](CCCN)NC([C@H](CC2=C(C=C(C=C2C)O)C)NC([C@@H](CCCN2C(=NC=C2)N)N)=O)=O